N-[3-(3-tert-butylpyrazol-1-yl)-4-(1,1-dioxo-1,4-thiazinane-4-carbonyl)phenyl]cyclopropanecarboxamide C(C)(C)(C)C1=NN(C=C1)C=1C=C(C=CC1C(=O)N1CCS(CC1)(=O)=O)NC(=O)C1CC1